FC1=CC=C(C=C1)C1CN(CC12CCN(CC2)C([C@@H](C(C)C)NC(C2=NC(=CC(=C2)C)C)=O)=O)C N-((2R)-1-(4-(4-fluorophenyl)-2-methyl-2,8-diazaspiro[4.5]decan-8-yl)-3-methyl-1-oxobutan-2-yl)-4,6-dimethylpicolinamide